NC1=C(C(=O)[O-])C=C(C=N1)C1=C(C=C(C=C1)NC(C(O)C1=CC(=CC(=C1)F)F)=O)C 2-amino-5-(4-(2-(3,5-difluorophenyl)-2-hydroxyacetamido)-2-methylphenyl)nicotinate